8-(4-(trifluoromethyl)phenyl)imidazo[1,2-a]pyrazin-6-amine FC(C1=CC=C(C=C1)C=1C=2N(C=C(N1)N)C=CN2)(F)F